5-(2-chloro-4-fluorophenyl)-N-(5-chloro-6-(2H-1,2,3-triazol-2-yl)pyridin-3-yl)-3-methyl-Pyridinamide ClC1=C(C=CC(=C1)F)C=1C=C(C(=NC1)C(=O)NC=1C=NC(=C(C1)Cl)N1N=CC=N1)C